FC1=C2C=C(NC2=CC(=C1)F)C(=O)N1[C@@H]([C@H]2C([C@H]2C1)(C)C)C(=O)N[C@H](CO)C[C@H]1C(NCC1)=O (1R,2S,5S)-3-(4,6-difluoro-1H-indole-2-carbonyl)-N-((S)-1-hydroxy-3-((S)-2-oxopyrrolidin-3-yl)propan-2-yl)-6,6-dimethyl-3-azabicyclo[3.1.0]hexane-2-carboxamide